BrC1=CC2=C(NN=N2)C(=C1)[N+](=O)[O-] 5-bromo-7-nitro-1H-benzo[d][1,2,3]triazole